2-ethylbutyl ((((2R,3S,4R,5R)-5-(4-aminopyrrolo[2,1-f][1,2,4]triazin-7-yl)-5-cyano-3,4-dihydroxytetrahydrofuranyl)methoxy)(phenoxy)phosphoryl)-L-alaninate NC1=NC=NN2C1=CC=C2[C@]2([C@@H]([C@@H]([C@H](O2)COP(=O)(OC2=CC=CC=C2)N[C@@H](C)C(=O)OCC(CC)CC)O)O)C#N